Ethyl (3S)-3-(3-(3-(1,8-naphthyridin-2-yl)propyl)-2-oxoazetidin-1-yl)-3-(3-fluoro-4-methoxyphenyl)propanoate N1=C(C=CC2=CC=CN=C12)CCCC1C(N(C1)[C@@H](CC(=O)OCC)C1=CC(=C(C=C1)OC)F)=O